Isopropyl ((2,4-di-tert-butyl-5-(4-oxo-1,4-dihydroquinoline-3-carboxamido) phenoxy)(ethoxy)phosphoryl)-L-alaninate C(C)(C)(C)C1=C(OP(=O)(OCC)N[C@@H](C)C(=O)OC(C)C)C=C(C(=C1)C(C)(C)C)NC(=O)C1=CNC2=CC=CC=C2C1=O